[Mn](=O)([O-])[O-].[Sr+2].[Li+] lithium strontium manganite